4-(2-chlorophenyl)-9-phenyl-9H-carbazole ClC1=C(C=CC=C1)C1=CC=CC=2N(C3=CC=CC=C3C12)C1=CC=CC=C1